BrC1=CC=C(C=C1)N1C(C2(CC1)CC1=CC=C(C=C1C2)F)=O (4-bromophenyl)-5-fluoro-1,3-dihydrospiro[indene-2,3'-pyrrolidin]-2'-one